calcium-yttrium-oxide [O-2].[Y+3].[Ca+2]